[C@H]12CN(C[C@H](CC1)N2)C2=NC(=NC1=C(C(=CC=C21)C#CC=2C(=CC=C1C=C(C=C(C21)O)O)F)F)OC[C@]21CCCN1C[C@@H](C2)F 8-((4-((1R,5S)-3,8-diazabicyclo[3.2.1]octan-3-yl)-8-fluoro-2-(((2R,7aS)-2-fluorotetrahydro-1H-pyrrolizin-7a(5H)-yl)methoxy)quinazolin-7-yl)ethynyl)-7-fluoronaphthalene-1,3-diol